NC=1C=NN2C1S(CCC2)(=O)=O 3-amino-5H,6H,7H-4λ6-pyrazolo[3,2-b][1,3]thiazine-4,4-dione